methyl 4-fluoro-2-hydroxy-3-nitro-benzoate FC1=C(C(=C(C(=O)OC)C=C1)O)[N+](=O)[O-]